C(CC)S(=O)(=O)C=1N=C2N(N1)CCC2 2-propylsulfonyl-6,7-dihydro-5H-pyrrolo[1,2-b][1,2,4]triazole